3-[[7-[4-(dimethylamino)phenyl]-1,6-naphthyridin-5-yl]methylamino]-valeronitrile CN(C1=CC=C(C=C1)C1=NC(=C2C=CC=NC2=C1)CNC(CC#N)CC)C